FC1=C(C(N)=N)C=CC=C1 2-fluorobenzimidamide